(1R)-1-[4-benzyloxy-3-methoxy-5-(1-methylpyrazol-4-yl)phenyl]ethylamine hydrochloride Cl.C(C1=CC=CC=C1)OC1=C(C=C(C=C1C=1C=NN(C1)C)[C@@H](C)N)OC